OCCOC1=CC=C(C=CC(=O)O)C=C1.C1(=CC=CC=C1)C1=CC=CC=C1 biphenyl 4-(2-hydroxyethyloxy)cinnamate